5-Bromo-1-((2R,4S,5R)-5-ethynyl-4-hydroxy-5-(hydroxymethyl)tetrahydrofuran-2-yl)pyrimidine-2,4(1H,3H)-dione BrC=1C(NC(N(C1)[C@@H]1O[C@@]([C@H](C1)O)(CO)C#C)=O)=O